(4R,5R)-2-(4-methoxyphenyl)-4,5-divinyl-1,3-dioxolan COC1=CC=C(C=C1)C1O[C@@H]([C@H](O1)C=C)C=C